CN(C=1SC=2C(=NC=C(C2)C2=CC3=CN(N=C3C=C2)C)N1)C1CCNCC1 n-methyl-6-(2-methyl-2H-indazol-5-yl)-N-(piperidin-4-yl)[1,3]thiazolo[4,5-b]pyridin-2-amine